BrC=1C=C(C=CC1)C=1N=C2C(=NC=NC2=NC1)N 6-(3-bromophenyl)pteridin-4-amine